1,1,1,3,4,4,5,5,6,6,7,7,7-tridecafluoro-2-heptene FC(C=C(C(C(C(C(F)(F)F)(F)F)(F)F)(F)F)F)(F)F